(5-chloro-2-methoxyphenyl)-2-({2-[(1-methylpiperidin-4-yl)sulfamoyl]phenyl}amino)acetamide ClC=1C=CC(=C(C1)C(C(=O)N)NC1=C(C=CC=C1)S(NC1CCN(CC1)C)(=O)=O)OC